C(CCCCCCCCCCC)OC(=S)NCC1(CC(CC(C1)(C)C)NC(OCCCCCCCCCCCC)=S)C Dodecyl 3-(dodecyloxythiocarbonylamino-methyl)-3,5,5-trimethylcyclohexylthiocarbamate